2-Ethylbutyl ((S)-(perfluorophenoxy)(phenoxy)phosphoryl)-L-phenylalaninate FC1=C(O[P@@](=O)(OC2=CC=CC=C2)N[C@@H](CC2=CC=CC=C2)C(=O)OCC(CC)CC)C(=C(C(=C1F)F)F)F